n-butyl-2-[2-(2,4-dimethoxy-phenyl)-benzoimidazol-1-yl]-2-phenyl-acetamide C(CCC)C(C(=O)N)(C1=CC=CC=C1)N1C(=NC2=C1C=CC=C2)C2=C(C=C(C=C2)OC)OC